1-(3,5-Difluoro-4-(thiophen-3-yl)phenyl)cyclobutan-1-ol FC=1C=C(C=C(C1C1=CSC=C1)F)C1(CCC1)O